NC1=NC=2C(=CC=CC2C=2N1C=C(N2)CC=2C=C1CCN(CC1=CC2)C(C)=O)F 1-(6-((5-amino-7-fluoroimidazo[1,2-c]quinazolin-2-yl)methyl)-3,4-dihydroisoquinolin-2(1H)-yl)ethan-1-one